C(=O)(O)C=1C(=C(C(=O)NC=2C=C(C(=O)O)C=CN2)C=C(C1)O)O 2-(3-carboxy-2,5-dihydroxybenzoylamino)isonicotinic acid